(S)-2-amino-3-(2-fluoro-4-(2-methyl-1-oxo-1,2,3,4-tetrahydroisoquinolin-6-yl)Phenyl)propionitrile N[C@H](C#N)CC1=C(C=C(C=C1)C=1C=C2CCN(C(C2=CC1)=O)C)F